C1(CC1)C1=CC(=C(C=C1)O)F 4-cyclopropyl-2-fluoro-phenol